ClC=1C=C(C=NC1)C=1OC(=C(N1)C)C=1C=CC(N(N1)CC=1C=NC=C(C1)F)=O 6-(2-(5-chloropyridin-3-yl)-4-methyloxazol-5-yl)-2-((5-fluoropyridin-3-yl)methyl)pyridazin-3(2H)-one